C(CC)(=O)[O-].C(CC)(=O)[O-].C(CC)(=O)[O-].[Al+3] aluminum tripropionate